N1CCC(CC1)CCC=1C=C2C(=CNC2=CC1)NC(C)=O N-[5-[2-(piperidin-4-yl)ethyl]-1H-indol-3-yl]acetamide